CC1(C(C1)C1=CC=C(C=C1)C[C@@H](C=O)C)C (2S)-3-(4-(2,2-dimethylcyclopropyl)phenyl)-2-methylpropanal